COC1=C(C(=CC=C1)OC)C1=C(C(=CC=C1)C1=C(C=CC=C1OC)OC)P1CCC2(CCCC2)CC1 8-[2,6-bis(2,6-dimethoxyphenyl)phenyl]-8-phosphaspiro[4.5]decane